C(C1CO1)OC1=C(C(=C(C=C1)C)OCC1CO1)OCC1CO1 1-(triglycidyloxyphenyl)methane